diethyl (E)-(4-(3-(5-(4-fluorophenyl)-1-methyl-1H-pyrazol-4-yl)acrylamido)benzyl)phosphonate FC1=CC=C(C=C1)C1=C(C=NN1C)/C=C/C(=O)NC1=CC=C(CP(OCC)(OCC)=O)C=C1